(Z)-diethyl 2-((2-(tert-butoxycarbonyl)-2-methylhydrazinyl)methylene)-3-oxosuccinate C(C)(C)(C)OC(=O)N(N\C=C(/C(=O)OCC)\C(C(=O)OCC)=O)C